(3R,4R)-1-Cyclohexyl-4-{[5-(2,4-difluoro-phenyl)-isoxazole-3-carbonyl]-amino}-piperidine-3-carboxylic acid (1-pyrimidin-2-yl-cyclopropyl)-amide N1=C(N=CC=C1)C1(CC1)NC(=O)[C@@H]1CN(CC[C@H]1NC(=O)C1=NOC(=C1)C1=C(C=C(C=C1)F)F)C1CCCCC1